iso-butenol C(=C(C)C)O